(S)-5,5'-bis(di[3,5-di-t-butyl-4-methoxyphenyl]phosphino)-4,4'-bi-1,3-benzodioxole C(C)(C)(C)C=1C=C(C=C(C1OC)C(C)(C)C)P(C1=C(C2=C(OCO2)C=C1)C1=C(C=CC=2OCOC21)P(C2=CC(=C(C(=C2)C(C)(C)C)OC)C(C)(C)C)C2=CC(=C(C(=C2)C(C)(C)C)OC)C(C)(C)C)C2=CC(=C(C(=C2)C(C)(C)C)OC)C(C)(C)C